CC1(C=O)C(C(=CC(=C1)C)C)C 1,2,3,5-tetramethyl-benzaldehyde